ClC=1C(=C(C=CC1)C(\C=C\C1=C(C=C(C=C1)C(F)(F)F)OC)=O)O (E)-1-(3-chloro-2-hydroxy-phenyl)-3-[2-methoxy-4-(trifluoromethyl)phenyl]Prop-2-en-1-one